N,N-bis(triethylsilyl)aminopropyl-trimethoxysilane C(C)[Si](N([Si](CC)(CC)CC)CCC[Si](OC)(OC)OC)(CC)CC